C(C)(C)(C)N(C(C1=CC(=CC(=C1)C(F)(F)F)C(F)(F)F)=O)F N-(tert-butyl)-N-fluoro-3,5-bis(trifluoromethyl)benzamide